C(#N)C1=CC=C2C=3C(C4=C(C(C3NC2=C1)(C)C)C=C(C(=C4)CC)N4CCN(CC4)CCCC(=O)N4C[C@@H](CC4)NC(OC(C)(C)C)=O)=O tert-butyl (R)-(1-(4-(4-(3-cyano-9-ethyl-6,6-dimethyl-11-oxo-6,11-dihydro-5H-benzo[b]carbazol-8-yl)piperazin-1-yl)butanoyl)pyrrolidin-3-yl)carbamate